4-(4-((1R,5S)-3,8-Diazabicyclo[3.2.1]octan-3-yl)-8-fluoro-2-(((S)-1-methylpyrrolidin-2-yl)methoxy-d2)pyrido[4,3-d]pyrimidin-7-yl)-5,6-difluoronaphthalen-2-ol [C@H]12CN(C[C@H](CC1)N2)C=2C1=C(N=C(N2)OC([2H])([2H])[C@H]2N(CCC2)C)C(=C(N=C1)C1=CC(=CC2=CC=C(C(=C12)F)F)O)F